1-(2-hydroxypropyl)-4-aminomethylpiperazine OC(CN1CCN(CC1)CN)C